o-azidostyreneglutaraldehyde N(=[N+]=[N-])C1=C(C=CC(CCCC=O)=O)C=CC=C1